(S)-1-(1-(3-chloro-4-fluorophenyl)-2-hydroxyethyl)-4-(3-(tetrahydro-2H-pyran-4-yl)-1H-indazol-5-yl)pyridin-2(1H)-one ClC=1C=C(C=CC1F)[C@@H](CO)N1C(C=C(C=C1)C=1C=C2C(=NNC2=CC1)C1CCOCC1)=O